6-azido-6-deoxygalactose N(=[N+]=[N-])C[C@H]([C@@H]([C@@H]([C@H](C=O)O)O)O)O